C(C=C)(=O)NC1=C(C=CC(=C1)NC(C=C)=O)S(=O)(=O)O 2,4-diacrylamidobenzenesulphonic acid